N[C@@H]1[C@@H](OCC12CCN(CC2)C2=NC=C(C(N2C([2H])([2H])[2H])=O)SC2=C(C1=CN(N=C1C=C2)C)Cl)C 2-((3S,4S)-4-amino-3-methyl-2-oxa-8-azaspiro[4.5]decan-8-yl)-5-((4-chloro-2-methyl-2H-indazole-5-yl)thio)-3-(methyl-d3)pyrimidin-4(3H)-one